3-((3R,4R)-3-((7-(hydroxymethyl)-7H-pyrrolo[2,3-d]pyrimidin-4-yl)(methyl)amino)-4-methyl-Piperidin-1-yl)-3-oxopropionitrile OCN1C=CC2=C1N=CN=C2N([C@H]2CN(CC[C@H]2C)C(CC#N)=O)C